ClC=1C=C2C=NC(=NC2=CC1N1CCN(CC1)C1COC1)NC=1C=NN(C1Cl)C1CC1 6-chloro-N-(5-chloro-1-cyclopropyl-1H-pyrazol-4-yl)-7-[4-(oxetan-3-yl)piperazin-1-yl]quinazolin-2-amine